C(C)(=O)N[C@@H](CCC(O)=O)C(=O)N[C@@H](CCC(O)=O)C(=O)N[C@@H](CCSC)C(=O)N[C@@H](CCC(N)=O)C(=O)N[C@@H](CCCNC(N)=N)C(=O)N[C@@H](CCCNC(N)=N)C(=O)N N-Acetyl-L-alpha-glutamyl-L-alpha-glutamyl-L-methionyl-L-glutaminyl-L-arginyl-L-argininamide